2-((1-(5-(4,4-difluoropiperidin-1-yl)-9-methyl-2-(trifluoromethyl)imidazo[1,2-c]quinazolin-7-yl)ethyl)amino)-N-hydroxy-N-methylbenzamide FC1(CCN(CC1)C1=NC=2C(=CC(=CC2C=2N1C=C(N2)C(F)(F)F)C)C(C)NC2=C(C(=O)N(C)O)C=CC=C2)F